FC(C)(F)C=1C=C(C(=O)NC2C(=NN(C2=O)C2=CC=C(C=C2)OC(F)F)C)C=CC1 3-(1,1-difluoroethyl)-N-(1-(4-(difluoromethoxy)phenyl)-3-methyl-5-oxo-4,5-dihydro-1H-pyrazol-4-yl)benzamide